DIAZABICYCLO[6.2.0]DECANE N12NCCCCCC2CC1